2-hydroxy-3-{methoxymethylamino}3-oxo-1-(phenylmethyl)propyl-1H-indole-2-carboxamide OC(C(CC1=CC=CC=C1)N1C(=CC2=CC=CC=C12)C(=O)N)C(=O)NCOC